ClC=1C=C(C=C(C1OC1=CC(=C(C=C1)OC)C(C)C)Cl)NC(CC=1C=NC=C(C(=O)O)C1)=O 5-(2-((3,5-dichloro-4-(3-isopropyl-4-methoxyphenoxy)phenyl)amino)-2-oxoethyl)nicotinic Acid